(s)-2-amino-N-(4-(((tert-butyldiphenylsilyl)oxy)methyl)phenyl)-6-((diphenyl(p-tolyl)methyl)amino)hexanamide N[C@H](C(=O)NC1=CC=C(C=C1)CO[Si](C1=CC=CC=C1)(C1=CC=CC=C1)C(C)(C)C)CCCCNC(C1=CC=C(C=C1)C)(C1=CC=CC=C1)C1=CC=CC=C1